L-1-bromohexane BrCCCCCC